4-(3-fluorobenzyl)-N-((S)-5-methyl-4-oxo-7-(2-((S)-2,2,5,5-tetramethyl-1,3-dioxolan-4-yl)ethoxy)-2,3,4,5-tetrahydrobenzo[b][1,4]oxazepin-3-yl)-1H-pyrazole-1-carboxamide FC=1C=C(CC=2C=NN(C2)C(=O)N[C@@H]2C(N(C3=C(OC2)C=CC(=C3)OCC[C@@H]3OC(OC3(C)C)(C)C)C)=O)C=CC1